N1C=CC=2C1=NC=C(C2)OC2=C(C(=O)N)C=CC=C2 2-{1H-pyrrolo[2,3-b]pyridin-5-yloxy}benzamide